tert-butyl 2-(3-((tert-butyldimethylsilyl)oxy)-2-(4-((tert-butyldimethylsilyl)oxy)-2-methylbutan-2-yl)-5-(((trifluoromethyl)sulfonyl)oxy)phenyl)acetate [Si](C)(C)(C(C)(C)C)OC=1C(=C(C=C(C1)OS(=O)(=O)C(F)(F)F)CC(=O)OC(C)(C)C)C(C)(CCO[Si](C)(C)C(C)(C)C)C